5-((tert-Butyldiphenylsilyl)oxy)-2-((methylsulfonyl)oxy)octahydropentalene-1-carboxylic acid methyl ester COC(=O)C1C(CC2CC(CC12)O[Si](C1=CC=CC=C1)(C1=CC=CC=C1)C(C)(C)C)OS(=O)(=O)C